ImidazolAcetic Acid C1=CN=C(N1)CC(=O)O